(3R)-1-(1-((5-chloro-2-pyrimidinyl)methyl)-6-fluoro-1H-benzoimidazol-2-yl)-4,4-difluoro-3-piperidinamine ClC=1C=NC(=NC1)CN1C(=NC2=C1C=C(C=C2)F)N2C[C@H](C(CC2)(F)F)N